COC(C(C)(C1=CC(=CC=C1)OC)NN)=O 2-hydrazino-2-(3-methoxyphenyl)propionic acid methyl ester